BrC1=C(C(=O)OC)C=CC(=C1)I methyl 2-bromo-4-iodobenzoate